C1(CC1)N1C=NC2=C1C=C(C(=C2)C#CC2=NN(C(=C2C(=O)N)NC)[C@@H]2CN([C@H](C2)COC)C(C#CC(C)(C)O)=O)F 3-((1-Cyclopropyl-6-fluoro-1H-benzo[d]imidazol-5-yl)ethynyl)-1-((3S,5R)-1-(4-hydroxy-4-methylpent-2-ynoyl)-5-(methoxymethyl)pyrrolidin-3-yl)-5-(methylamino)-1H-pyrazole-4-carboxamide